ethyl 4-bromo-3-hydroxy-2,2-dimethyl-3,4-dihydro-2H-pyrano[2,3-b]pyridine-6-carboxylate BrC1C(C(OC2=NC=C(C=C21)C(=O)OCC)(C)C)O